Methoxy-4-methylbenzene COC1=CC=C(C=C1)C